C(#N)C1=NC=C(C(=C1C1=CC(=CC(=C1)F)F)N1C[C@H](CC1)NC([O-])=O)C=O (S)-(1-(2-cyano-3-(3,5-difluorophenyl)-5-formylpyridin-4-yl)pyrrolidin-3-yl)carbamate